ClC=1C=CC(=C(C1)O)C1=NN=C(C=2N1C=CN2)N[C@H]2C[C@@H](CCC2)O 5-chloro-2-(8-(((1R,3R)-3-hydroxycyclohexyl)amino)imidazo[1,2-d][1,2,4]triazin-5-yl)phenol